Cumarin-4-acetat O1C(=O)C=C(C2=CC=CC=C12)CC(=O)[O-]